3-chloro-5-fluoro-2-((6-nitropyridin-3-yl)oxy)pyridine ClC=1C(=NC=C(C1)F)OC=1C=NC(=CC1)[N+](=O)[O-]